propyn-1-yl 1H-imidazole-1-carboxylate N1(C=NC=C1)C(=O)OC#CC